N-methyl-1,1-diphenylmethanimine CN=C(C1=CC=CC=C1)C1=CC=CC=C1